[Br-].[Br-].C1(C=CC2=CC=CC=C12)[Ti+2]C1C=CC2=CC=CC=C12 bis-indenyl titanium dibromide